ClC1(C(C(C(C(C1Cl)Cl)Cl)Cl)Cl)C(=O)O 1,2,3,4,5,6-hexaChlorocyclohexanecarboxylic acid